FC1=C(C(=CC=C1OCCNCCCF)F)[C@H]1N([C@@H](CC2=C1NC1=CC=C(C=C21)F)C)C[C@@H](C(=O)O)C (S)-3-((1R,3R)-1-(2,6-difluoro-3-(2-((3-fluoropropyl)amino)ethoxy)phenyl)-6-fluoro-3-methyl-1,3,4,9-tetrahydro-2H-pyrido[3,4-b]indol-2-yl)-2-methylpropanoic acid